8-((2-hydroxypropyl)(8-(nonyloxy)-8-oxooctyl) amino)octanoate OC(CN(CCCCCCCC(=O)[O-])CCCCCCCC(=O)OCCCCCCCCC)C